C(C)(C)(C)OC(COCCOCCOCCOCCC1=CC2=C(N(C(N2C)=O)C2C(NC(CC2)=O)=O)C=C1)=O.NC1=C(C(C(=C(C1=O)N)N)=O)N tetra-aminobenzoquinone tert-butyl-2-[2-[2-[2-[2-[1-(2,6-dioxo-3-piperidyl)-3-methyl-2-oxo-benzimidazol-5-yl]ethoxy]ethoxy]ethoxy]ethoxy]acetate